BrC=1C=C(C=NC1OC)/C=C/C(=O)O (E)-3-(5-bromo-6-methoxy-pyridin-3-yl)-acrylic acid